trans-N-[8-amino-6-(1H-pyrrolo[2,3-b]pyridin-4-yl)-3-isoquinolyl]-2-cyano-cyclopropanecarboxamide NC=1C=C(C=C2C=C(N=CC12)NC(=O)[C@H]1[C@@H](C1)C#N)C1=C2C(=NC=C1)NC=C2